BrC(COC1=C(C=C(C=C1Br)C(C)(C)C1=CC(=C(C(=C1)Br)OCC(CBr)Br)Br)Br)CBr 2,2-bis[4'-(2'',3''-dibromopropoxy)-3',5'-dibromophenyl]-propane